(3ar,4R,5R,6as)-5-(2-fluorophenoxy)-2-((R)-2-hydroxy-2-(5-hydroxypyridin-2-yl)ethyl)hexahydrocyclopenta[c]pyrrole-3a,4(1H)-diol FC1=C(O[C@H]2[C@H]([C@]3([C@H](CN(C3)C[C@H](C3=NC=C(C=C3)O)O)C2)O)O)C=CC=C1